ClC1=NN2C(N=CC3=C2[C@@](CN3C(=O)NC3=CN=NC(=C3)C(F)F)(C(F)(F)F)C=3C=NN(C3)C)=C1 (R)-2-chloro-N-(6-(difluoromethyl)pyridazin-4-yl)-8-(1-methyl-1H-pyrazol-4-yl)-8-(trifluoromethyl)-7,8-dihydro-6H-pyrazolo[1,5-a]pyrrolo[2,3-e]pyrimidine-6-carboxamide